O[C@H]1[C@H](C[C@@]([C@H]([C@@H]1O)O)(CO)O)NCCNC(OCCNC1=C(C=C(C=C1)N=[N+]=[N-])[N+](=O)[O-])=O 2-((4-azido-2-nitrophenyl)amino)ethyl (2-(((1S,2S,3R,4S,5S)-2,3,4,5-tetrahydroxy-5-(hydroxymethyl)cyclohexyl)amino)ethyl)carbamate